4-(N-(3-(tert-butyl)-5-cyclopropylbenzyl)-2-(N-(2-cyanobenzyl)-(2,3,4,5,6-pentafluorophenyl)sulfonamido)acetamido)-3-methylbenzoic acid C(C)(C)(C)C=1C=C(CN(C(CN(S(=O)(=O)C2=C(C(=C(C(=C2F)F)F)F)F)CC2=C(C=CC=C2)C#N)=O)C2=C(C=C(C(=O)O)C=C2)C)C=C(C1)C1CC1